(S)-4-(3-(5-fluoro-2-methoxypyridin-4-yl)-1H-pyrazole-5-carbonyl)-N-((1-methyl-4-(trifluoromethyl)-1H-pyrazol-5-yl)methyl)-4-azaspiro[2.5]octane-7-carboxamide FC=1C(=CC(=NC1)OC)C1=NNC(=C1)C(=O)N1C2(CC2)C[C@H](CC1)C(=O)NCC1=C(C=NN1C)C(F)(F)F